N-[2-(azetidin-1-yl)-2-oxo-ethyl]-5-(4-bromo-2,6-dichloro-phenoxy)-2-[(4-methoxyphenyl)methoxy]-N-[(4-methoxyphenyl)methyl]benzenesulfonamide N1(CCC1)C(CN(S(=O)(=O)C1=C(C=CC(=C1)OC1=C(C=C(C=C1Cl)Br)Cl)OCC1=CC=C(C=C1)OC)CC1=CC=C(C=C1)OC)=O